(3-Aminopropyl)tripropoxysilane NCCC[Si](OCCC)(OCCC)OCCC